8-bromo-4,6-dimethylnonylmethoxymethyl ether BrC(CC(CC(CCCC(OC)OC(CCCC(CC(CC(C)Br)C)C)OC)C)C)C